C1CC12NCCC(C2)N2C(C1=C(C=C(C=C1C=C2)C=2C=C(C=1N(C2)C=C(N1)C)Cl)F)=O 2-{4-azaspiro[2.5]octan-7-yl}-6-{8-chloro-2-methylimidazo[1,2-a]pyridin-6-yl}-8-fluoroisoquinolin-1-one